(Racemic)-N-[5-(1-acetylazetidine-2-carbonyl)-4H,5H,6H-pyrrolo[3,4-d][1,3]thiazol-2-yl]-4-(2-methoxyphenyl)-6-methylpyridine-3-carboxamide C(C)(=O)N1[C@H](CC1)C(=O)N1CC=2N=C(SC2C1)NC(=O)C=1C=NC(=CC1C1=C(C=CC=C1)OC)C |r|